(R)-N-(1-(3-amino-5-(trifluoromethyl)phenyl)ethyl)-2-chloro-6-(4-ethylpiperazin-1-yl)-7-fluoroquinazolin-4-amine NC=1C=C(C=C(C1)C(F)(F)F)[C@@H](C)NC1=NC(=NC2=CC(=C(C=C12)N1CCN(CC1)CC)F)Cl